5-(4-tert-butoxycarbonyl-2-methyl-piperazin-1-yl)-2-methyl-benzoic acid C(C)(C)(C)OC(=O)N1CC(N(CC1)C=1C=CC(=C(C(=O)O)C1)C)C